C(\C=C(\C)/CCC=C(C)C)CC(=O)O.C(C)(=O)OC\C=C(/CCC=C(C)C)\C (Z)-3,7-dimethylocta-2,6-dien-1-yl acetate (Neryl Acetate)